C(C)(C)(C)OC(=O)N1CCN(CC1)C1=C(C=C(C=C1)C#N)F 4-(4-cyano-2-fluoro-phenyl)piperazine-1-carboxylic acid tert-butyl ester